5-((4-fluoro-2-methoxy-5-nitrophenoxy)methyl)-2,3-dihydrobenzo[b][1,4]dioxin FC1=CC(=C(OCC2=CC=CC=3OCCOC32)C=C1[N+](=O)[O-])OC